3-(3-((tert-butyldimethylsilyl)oxy)-2-fluoropropoxy)-1-((1r,4r)-4-methoxycyclohexyl)-4-nitro-1H-pyrazole [Si](C)(C)(C(C)(C)C)OCC(COC1=NN(C=C1[N+](=O)[O-])C1CCC(CC1)OC)F